6,7,8,9-tetrahydro-5H-6,9-methanopyrido[3,4-c]azepine-4-carbonitrile C1=NC=C(C2=C1C1NCC(C2)C1)C#N